Cl.NCCCCCC(=O)OC methyl 6-aminohexanoate HCl salt